C(C)(C)(C)OC(=O)N1C(CNCC1)C=1C=CC=2N(C(C=C(N2)C2=CC(=C(C=C2)O)F)=O)C1 (2-(3-fluoro-4-hydroxyphenyl)-4-oxo-4H-pyrido[1,2-a]pyrimidin-7-yl)piperazine-1-carboxylic acid tert-butyl ester